Cl.Cl.FC1=C(C=CC(=C1)C=1C=2N(C=C(N1)N1CCN(CC1)C)N=CC2)CN (2-fluoro-4-(6-(4-methylpiperazin-1-yl)pyrazolo[1,5-a]pyrazin-4-yl)phenyl)methanamine dihydrochloride